C(C1=CC=CC=C1)OCCN1C(=NC(=C1C(C)N)C=1C(=NC=CC1)C(C)C)C 1-{1-[2-(benzyloxy)ethyl]-2-methyl-4-[2-(prop-2-yl)pyridin-3-yl]-1H-imidazol-5-yl}ethan-1-amine